tert-Butyl N-(5-ethyl-6,7-dihydro-4H-benzothiophen-5-yl)-N-methyl-carbamate C(C)C1(CCC2=C(C=CS2)C1)N(C(OC(C)(C)C)=O)C